(2R)-piperazine-1,2-dicarboxylic acid 1-tert-butyl ester 2-methyl ester COC(=O)[C@@H]1N(CCNC1)C(=O)OC(C)(C)C